ClC1=C(C=CC=C1C1=C(C(=NC=C1)Cl)Cl)C1=CC(=C(C(=C1)OC)C=O)F 2'-chloro-3'-(2,3-dichloropyridin-4-yl)-3-fluoro-5-methoxy-[1,1'-biphenyl]-4-carbaldehyde